triallylammonium hydroxide [OH-].C(C=C)[NH+](CC=C)CC=C